bromo-3-ethylaniline BrNC1=CC(=CC=C1)CC